2-chloro-7-(2,8-dimethylimidazo[1,2-b]pyridazin-6-yl)-5H-thiazolo[3,2-a]pyrimidin-5-one ClC1=CN2C(=NC(=CC2=O)C=2C=C(C=3N(N2)C=C(N3)C)C)S1